BrC1=CC=C2C=CC3(C2=C1)CC3 (E)-6'-bromospiro[cyclopropane-1,1'-indene]